3-butylheptyl 8-((3-aminopropyl) (8-oxo-8-((3-pentyloctyl)oxy)octyl)amino)octanoate NCCCN(CCCCCCCC(=O)OCCC(CCCC)CCCC)CCCCCCCC(OCCC(CCCCC)CCCCC)=O